BrC=1C=C(C(=NC1)N[C@@H]1C[C@H](CC1)NC(OC(C)(C)C)=O)F Tert-butyl N-[(1S,3S)-3-[(5-bromo-3-fluoro-2-pyridyl)amino]cyclopentyl]carbamate